N1C(=NC2=C1C=CC=C2)CNC2=NC(=NC=1N2N=CC1C1=CC(=CC=C1)F)N1CCOCC1 N-[(1H-benzimidazol-2-yl)methyl]-8-(3-fluorophenyl)-2-(morpholin-4-yl)pyrazolo[1,5-a][1,3,5]triazin-4-amine